1-((1s,4s)-4-isopropylcyclohexyl)-3-oxo-2,3-dihydro-1H-spiro[isoquinoline-4,4-piperidin]-7-yl sulfamate S(N)(OC1=CC=C2C(=C1)C(NC(C21CCNCC1)=O)C1CCC(CC1)C(C)C)(=O)=O